FC=1C=C(C=C(C1)F)CC=1C=C2C(=NNC2=CC1)NC(=O)C1=C(C=C(C=C1)C1CCN(CC1)C(=O)OC(C)(C)C)NC1CCOCC1 tert-butyl 4-[4-[[5-[(3,5-difluorophenyl)methyl]-1H-indazol-3-yl]carbamoyl]-3-(tetrahydropyran-4-ylamino)phenyl]piperidine-1-carboxylate